COC1=C(C(=CC=C1)OC)CNCC1=CC(=NC=C1)N1CCCCC1 N-[(2,6-dimethoxyphenyl)methyl]-1-[2-(1-piperidyl)-4-pyridyl]methanamin